OC(CC=CCCCC(CC(C)=O)C)C(=CC=1N=C(SC1)C)C 11-Hydroxy-4,12-dimethyl-13-(2-methyl-4-thiazolyl)-8,12-tridecadien-β-one